1,3-dimethyl-adamantane CC12CC3(CC(CC(C1)C3)C2)C